COC=1C=C(C=CC1OC)C=1N=C2N(C=CC=C2)C1 2-(3,4-dimethoxyphenyl)imidazo[1,2-a]pyridine